6-CHLORO-3-FORMYL-7-METHYLCHROMONE ClC=1C=C2C(C(=COC2=CC1C)C=O)=O